C(#C)C1=C2C(=CC(=CC2=CC=C1F)O)C1=C(C=2N=C(N=C(C2C=N1)C)OC[C@]12CCCN2C[C@@H](C1)F)F 5-ethynyl-6-fluoro-4-(8-fluoro-2-{[(2R,7aS)-2-fluorotetrahydro-1H-pyrrolizin-7a(5H)-yl]methoxy}-4-methylpyrido[4,3-d]pyrimidin-7-yl)naphthalen-2-ol